C(C)OC(C(C(=O)NC1=C(C(=C(C=C1)C#N)SC)F)(C)O)=O 3-(4-cyano-2-fluoro-3-methylthioanilino)-2-hydroxy-2-methyl-3-oxopropanoic acid ethyl ester